CC1(CC2(OCCO2)CC(C1CO)(C)C)C (7,7,9,9-tetramethyl-1,4-dioxaspiro[4.5]decan-8-yl)methanol